O\N=C/1\C(C2=CC=CC(=C2C1)C(C)C)=O (E)-2-(hydroxyimino)-4-isopropyl-2,3-dihydro-1H-inden-1-one